ClC1=C(C=CC=C1\C=C(\C=1N=CC=2CN(CCC2C1)C(C)C)/F)OS(=O)(=O)C(F)(F)F (Z)-2-chloro-3-(2-fluoro-2-(7-isopropyl-5,6,7,8-tetrahydro-2,7-naphthyridin-3-yl)vinyl)phenyltrifluoromethanesulfonic acid